C1=NC(=CC2=CC=CC=C12)CC=1C=2N(C=CC1)N=CC2C(=O)N[C@@H](C)C2=CC=C(C(=O)OC)C=C2 methyl 4-[(1S)-1-[[4-(3-isoquinolylmethyl)pyrazolo[1,5-a]pyridine-3-carbonyl]amino]ethyl]benzoate